4-Methylpiperazine-1-carboxylic acid CN1CCN(CC1)C(=O)O